C[Si](OC1=CCC2(CCN(CC2)C(=O)OC(C)(C)C)CC1)(C)C tert-butyl 9-[(trimethylsilyl) oxy]-3-azaspiro[5.5]undec-8-ene-3-carboxylate